(3-Methoxy-4-pyridyl)boronic acid COC=1C=NC=CC1B(O)O